5-bromo-3-chloro-2-cyclopropoxybenzonitrile BrC=1C=C(C(=C(C#N)C1)OC1CC1)Cl